N-Methyl-3-(1-methylimidazol-4-yl)-4-[[(1R)-1-[3-(trifluoromethyl)phenyl]ethyl]amino]benzenesulfonamide CNS(=O)(=O)C1=CC(=C(C=C1)N[C@H](C)C1=CC(=CC=C1)C(F)(F)F)C=1N=CN(C1)C